8-bromo-1-((S)-4-(4-fluoro-2-((2R,4S)-4-fluoropyrrolidin-2-yl)phenoxy)pentyl)-1H-imidazo[4,5-c]quinoline BrC1=CC=2C3=C(C=NC2C=C1)N=CN3CCC[C@H](C)OC3=C(C=C(C=C3)F)[C@@H]3NC[C@H](C3)F